FC1=CC=C(C=C1)NC([C@@H](C)C=1C=C2CCCN(C2=CC1)C(=O)[C@H]1OCCCC1)=O (2S)-N-(4-Fluorophenyl)-2-{1-[(2S)-oxan-2-carbonyl]-1,2,3,4-tetrahydrochinolin-6-yl}propanamid